5-(5-hydroxypentyl)thieno[3,2-b]Pyridine-6-carboxylic acid tert-butyl ester C(C)(C)(C)OC(=O)C=1C=C2C(=NC1CCCCCO)C=CS2